2-(((2S,3R,4S,5R,6R)-3,5-diacetoxy-6-(acetoxymethyl)-4-(4-(3,4,5-trifluorophenyl)-1H-1,2,3-triazol-1-yl)tetrahydro-2H-pyran-2-yl)thio)-3-methylbutyric acid C(C)(=O)O[C@H]1[C@@H](O[C@@H]([C@@H]([C@@H]1N1N=NC(=C1)C1=CC(=C(C(=C1)F)F)F)OC(C)=O)COC(C)=O)SC(C(=O)O)C(C)C